6-(5-chloro-2-fluorophenyl)-N-[(2,4-dimethoxyphenyl)methyl]-3-[2-(pyrrolidin-1-yl)ethoxy]pyridazin-4-amine ClC=1C=CC(=C(C1)C1=CC(=C(N=N1)OCCN1CCCC1)NCC1=C(C=C(C=C1)OC)OC)F